FC(C=1C=C(C=CC1)C=1C=C2C(=NC1)NC(N2)=O)(F)F 6-[3-(trifluoromethyl)phenyl]-3H-imidazo[4,5-b]Pyridin-2-one